NC1=NC=C(C2=C1C(=C(S2)C2=CC=C(C=N2)NC(C(=C)C)=O)C2=CC(=C(C=C2)OC2=NC=CC(=N2)C)F)C=2C=NN(C2)C N-(6-(4-amino-3-(3-fluoro-4-((4-methylpyrimidin-2-yl)oxy)phenyl)-7-(1-methyl-1H-pyrazol-4-yl)thieno[3,2-c]pyridin-2-yl)pyridin-3-yl)methacrylamide